C[C@@H]1CN(C[C@@H](O1)C)C(=O)Cl (2R,6S)-2,6-dimethylmorpholine-4-carbonyl chloride